[Cl-].COCCN1CN(C=C1)CC 1-(2-methoxyethyl)-3-Ethylimidazole chloride salt